propoxytitanium tristearate C(CCCCCCCCCCCCCCCCC)(=O)[O-].C(CCCCCCCCCCCCCCCCC)(=O)[O-].C(CCCCCCCCCCCCCCCCC)(=O)[O-].C(CC)O[Ti+3]